N-[4-[(6,7-dimethoxy-1,5-naphthyridin-4-yl)oxy]-3-fluorophenyl]-4-hydroxy-6-methyl-5-(1,3-thiazol-2-yl)pyridine-3-carboxamide (R)-5,5-dimethoxypentane-1,2-diyl-dibenzoate COC(CC[C@H](CC1=C(C(=O)O)C=CC=C1)C1=C(C(=O)O)C=CC=C1)OC.COC=1N=C2C(=CC=NC2=CC1OC)OC1=C(C=C(C=C1)NC(=O)C=1C=NC(=C(C1O)C=1SC=CN1)C)F